(S)-4-amino-1-methylpyrrolidin-2-one N[C@H]1CC(N(C1)C)=O